2-chloro-7,8-dihydro-6H-cyclopenta[e]pyrazolo[1,5-a]pyrimidine-6-carboxamide ClC1=NN2C(N=CC3=C2CCC3C(=O)N)=C1